methyl {[(benzyloxy)carbonyl]amino}(dimethoxyphosphoryl)acetate C(C1=CC=CC=C1)OC(=O)NC(C(=O)OC)P(=O)(OC)OC